CNC=1N=CC(=C2C=C(N=CC12)NC(=O)C1CC1)C#CC1=NC=C(C=C1)CC(F)(F)F N-(8-(methylamino)-5-((5-(2,2,2-trifluoroethyl)pyridin-2-yl)ethynyl)-2,7-naphthyridin-3-yl)cyclopropanecarboxamide